C(C)OC([C@@H](N(C(C)=O)C(C)=O)C)=O N,N-diacetylalanine ethyl ester